C1(CC1)CN(C1=CC=C2N=CC(=NC2=C1)C=1C=NN(C1)CCCCCC(=O)NOC1OCCCC1)C1=CC(=CC(=C1)OC)OC 6-(4-(7-((Cyclopropylmethyl)(3,5-dimethoxyphenyl)amino)quinoxalin-2-yl)-1H-pyrazol-1-yl)-N-((tetrahydro-2H-pyran-2-yl)oxy)hexanamide